neopentylbutanamide C(C(C)(C)C)C(C(=O)N)CC